2-(2,6-dioxopiperidin-3-yl)-6-fluoro-4-((7-(((1R,2S,4R)-1,7,7-trimethylbicyclo[2.2.1]Heptan-2-yl)amino)heptyl)thio)isoindoline-1,3-dione O=C1NC(CCC1N1C(C2=CC(=CC(=C2C1=O)SCCCCCCCN[C@@H]1[C@@]2(CC[C@H](C1)C2(C)C)C)F)=O)=O